CN(C=1C(=CC(=C(C1)N1C(SCC1=O)=NC(N)=O)C(C)C)F)C 3-(3-(5-(dimethylamino)-4-fluoro-2-isopropylphenyl)-4-oxothiazolidin-2-ylidene)urea